2,2'-Bipyridine-5,5'-dicarboxaldehyde N1=C(C=CC(=C1)C=O)C1=NC=C(C=C1)C=O